ClC=1C(=NC(=NC1)NC1=C(C=C(C=C1)N1CCN(CC1)CC)C(C)C)NCCCN1C(CCCC1)=O 1-(3-((5-chloro-2-((4-(4-ethylpiperazin-1-yl)-2-isopropylphenyl)amino)pyrimidin-4-yl)amino)propyl)piperidin-2-one